3-(5-amino-8-(pyrimidin-4-yl)-2-((5-(pyrimidin-4-yl)-1H-tetrazol-1-yl)methyl)-[1,2,4]triazolo[1,5-c]pyrimidin-7-yl)benzonitrile NC1=NC(=C(C=2N1N=C(N2)CN2N=NN=C2C2=NC=NC=C2)C2=NC=NC=C2)C=2C=C(C#N)C=CC2